NC1=NC=2C=CC=CC2C2=C1N=C(N2CC2=CC=C(CNC(CCCCCCCCCCCCCCCCC)=O)C=C2)CCCC N-(4-((4-amino-2-butyl-1H-imidazo[4,5-c]quinolin-1-yl)methyl)benzyl)stearamide